CN1C2=C(OC[C@@H](C1=O)NC(=O)C1=NN3C(CCC[C@H]3C3CCOCC3)=N1)C=CC=C2 (S)-N-((S)-5-methyl-4-oxo-2,3,4,5-tetrahydrobenzo[b][1,4]oxazepin-3-yl)-5-(tetrahydro-2H-pyran-4-yl)-5,6,7,8-tetrahydro-[1,2,4]triazolo[1,5-a]pyridine-2-carboxamide